CC(C)[C@@H]1C(=O)N([C@H](C(=O)O[C@@H](C(=O)N([C@H](C(=O)O[C@@H](C(=O)N([C@H](C(=O)O1)CC2=CC=CC=C2)C)C(C)C)CC3=CC=CC=C3)C)C(C)C)CC4=CC=CC=C4)C The molecule is a trimeric cyclodepsipeptide composed from alternating methylphenylalanyl and hydroxyvaleryl residues. It has a role as a mycotoxin, an antibiotic insecticide, an apoptosis inhibitor, a fungal metabolite, an ionophore, an antifungal agent, a P450 inhibitor and an antineoplastic agent.